dichloro[1,3-bis(2,4,6-trimethylphenyl)-2-imidazolidinylidene](ethoxymethylene)bis(3-bromopyridine) ruthenium (II) [Ru+2].ClC=1C(=C(C(=NC1)C(C1=NC=CC=C1Br)OCC=C1N(CCN1C1=C(C=C(C=C1C)C)C)C1=C(C=C(C=C1C)C)C)Br)Cl